C(C=C)(=O)N1[C@H](CN(C[C@H]1C)C1=C(C(N(C2=CC(=C(C=C12)Cl)C1=C(C=C(C=C1F)F)N)C=1C(=NC=CC1C)C(C)C)=O)C#N)C 4-((3s,5r)-4-propenoyl-3,5-dimethylpiperazin-1-yl)-7-(2-amino-4,6-difluorophenyl)-6-chloro-1-(2-isopropyl-4-methylpyridin-3-yl)-2-oxo-1,2-dihydroquinoline-3-carbonitrile